C(C(C)C)C1=CC(=C(C#N)C=C1)N1CCN(CC1)CC=1N=C2N(C(C1)=O)C=CC(=C2)C 4-isobutyl-2-(4-((8-methyl-4-oxo-4H-pyrido[1,2-a]pyrimidin-2-yl)methyl)piperazin-1-yl)benzonitrile